magnesium fluoroarsenate [As]([O-])([O-])(=O)F.[Mg+2]